C[C@@H]1CN(CCN1C)C1=C(C=C(C(=C1)F)C=1C=NC(=NC1)N1CCOCC1)NC(=O)C1=CNC(C=C1C(F)(F)F)=O N-[2-[(3R)-3,4-dimethylpiperazin-1-yl]-4-fluoro-5-(2-morpholin-4-ylpyrimidin-5-yl)phenyl]-6-oxo-4-(trifluoromethyl)-1H-pyridine-3-carboxamide